6-[[[4-(methylsulfonyl)piperazin-1-yl]methyl]thieno[3,2-d]pyrimidin-4-yl]morpholine CS(=O)(=O)N1CCN(CC1)CC=1N=C(C2=C(N1)C=CS2)C2OCCNC2